N-Heptadecyl-Nitrone C(CCCCCCCCCCCCCCCC)[N+](=C)[O-]